heptadecafluoro-1-n-decanol FC(C(C(C(C(C(C(C(C(O)(F)F)(F)F)(F)F)(F)F)(F)F)(F)F)(F)F)(F)F)C